N-{(3R)-1-[2-methyl-4-({(1R)-1-[2-methyl-3-(trifluoromethyl)phenyl]ethyl}amino)pyrido[3,4-d]pyrimidin-6-yl]pyrrolidin-3-yl}acetamide CC=1N=C(C2=C(N1)C=NC(=C2)N2C[C@@H](CC2)NC(C)=O)N[C@H](C)C2=C(C(=CC=C2)C(F)(F)F)C